ClC1=C(C=C(C=C1)C1=NN=C(O1)[C@@H]1CC[C@H](CC1)NC(OC(C)(C)C)=O)F.COC=1C=C(C=CC1OC)CCNCCCCCCNCCC1=CC(=C(C=C1)OC)OC N,N'-bis[2-(3,4-dimethoxyphenyl) ethyl] hexamethylenediamine trans-tert-butyl (4-(5-(4-chloro-3-fluorophenyl)-1,3,4-oxadiazol-2-yl)cyclohexyl)carbamate